4-Acrylamido-3-(2-ethyl-10-(2-((4-fluorophenyl)amino)-2-oxoethyl)-4-oxo-4,10-dihydrobenzo[4,5]imidazo[1,2-a]pyrimidin-3-yl)-N-(2-hydroxyethyl)benzamide C(C=C)(=O)NC1=C(C=C(C(=O)NCCO)C=C1)C1=C(N=C2N(C1=O)C1=C(N2CC(=O)NC2=CC=C(C=C2)F)C=CC=C1)CC